N1(N=NC=C1)C1=CC(=C2C=NNC2=C1)NCCCNC(CCNCC1=CC(=C(C=C1)OC(F)(F)F)Cl)=O N-(3-((6-(1H-1,2,3-triazol-1-yl)-1H-indazol-4-yl)amino)propyl)-3-((3-chloro-4-(trifluoromethoxy)benzyl)amino)propanamide